C(C1=CC=CC=C1)NC1=CC=CC=2N(C=NC21)[C@H]2[C@H]([C@@H]([C@H](O2)COC(C(=O)O)(C(=O)O)CC2=CC(=CC=C2)C(=O)O)O)F 2-(((2R,3R,4S,5R)-5-(4-(benzylamino)-1H-benzo[d]imidazol-1-yl)-4-fluoro-3-hydroxytetrahydrofuran-2-yl)methoxy)-2-(3-carboxybenzyl)malonic acid